isopropyl ((S)-(((2R,3S,5R)-5-(6-amino-2-fluoro-9H-purin-9-yl)-2-ethynyl-3-hydroxytetrahydrofuran-2-yl)methoxy)(phenoxy)phosphoryl)-L-phenylalaninate NC1=C2N=CN(C2=NC(=N1)F)[C@H]1C[C@@H]([C@@](O1)(C#C)CO[P@](=O)(OC1=CC=CC=C1)N[C@@H](CC1=CC=CC=C1)C(=O)OC(C)C)O